N-(4-(2,3-dimethylpiperazin-1-yl)-2-fluorophenyl)-7-methoxy-2-methylimidazo[1,2-a]pyridine-6-carboxamide CC1N(CCNC1C)C1=CC(=C(C=C1)NC(=O)C=1C(=CC=2N(C1)C=C(N2)C)OC)F